4'-((1R,5S)-3,8-diazabicyclo[3.2.1]octan-3-yl)-2'-(((S)-pyrrolidin-2-yl)methoxy)-3,4,5',8'-tetrahydro-2H,6'H-spiro[naphthalene-1,7'-quinazoline] [C@H]12CN(C[C@H](CC1)N2)C2=NC(=NC=1CC3(CCC21)CCCC2=CC=CC=C23)OC[C@H]2NCCC2